BrC=1C(=NC(=NC1)NC1=C(C=C(C=C1)S(=O)(=O)Cl)C)NC1=C(C(=CC=C1)F)C(N)=O 4-((5-Bromo-4-((2-carbamoyl-3-fluorophenyl)amino)pyrimidin-2-yl)amino)-3-methylbenzenesulfonyl chloride